ClC1=CC=C(C=C1)NC(=O)C=1C2=C(SC1NC(CC1=NC=CN=C1)=O)CCC2 N-(4-chlorophenyl)-2-[(2-pyrazin-2-ylacetyl)amino]-5,6-dihydro-4H-cyclopenta[b]thiophene-3-carboxamide